C(C)(=O)[O-].[Na+].ClC1=C2C(=CNC2=C(C=C1)N1CCC(CC1)=NO)C#N 4-Chloro-7-[4-(hydroxyimino)piperidin-1-yl]-1H-indole-3-carbonitrile Sodium acetate